ethyl-N-methyl-formamidine C(C)C(=N)NC